N-ethyl-3,4-methylenedioxyamphetamine hydrochloride Cl.C(C)NC(C)CC1=CC2=C(C=C1)OCO2